3-(4-(((1-(6-(6-((R)-2-(3-fluorophenyl)pyrrolidin-1-yl)imidazo[1,2-b]pyridazin-3-yl)pyridin-2-yl)piperidin-4-yl)(methyl)amino)methyl)phenyl)piperidine-2,6-dione FC=1C=C(C=CC1)[C@@H]1N(CCC1)C=1C=CC=2N(N1)C(=CN2)C2=CC=CC(=N2)N2CCC(CC2)N(C)CC2=CC=C(C=C2)C2C(NC(CC2)=O)=O